2-(3,3-difluorocyclobut-oxy)-N-(2'-(3,3-difluoro-pyrrolidin-1-yl)-[2,4'-bipyridin]-3'-yl)pyrimidine-5-carboxamide FC1(CC(C1)OC1=NC=C(C=N1)C(=O)NC=1C(=NC=CC1C1=NC=CC=C1)N1CC(CC1)(F)F)F